[Cl-].[La+3].[Cl-].[Cl-] lanthanum chloride salt